CNS(=O)(=O)C1=CC(=C(C=C1)NC1=CC=C(C=C1)S(F)(F)(F)(F)F)C1=NN(C=N1)C N-methyl-3-(1-methyl-1H-1,2,4-triazol-3-yl)-4-((4-(pentafluoro-λ6-sulfanyl)phenyl)amino)benzenesulfonamide